1-cyclopentyl-5-{3-[4-(difluoromethoxy)phenyl]-1,2,4-oxadiazol-5-yl}-1H-1,2,3-benzotriazole C1(CCCC1)N1N=NC2=C1C=CC(=C2)C2=NC(=NO2)C2=CC=C(C=C2)OC(F)F